1-Amino-1λ6-thietane-1-oxide NS1(CCC1)=O